BrC1=CC=C(C=2C=COC21)CO (7-bromobenzofuran-4-yl)methanol